4-O-beta-galactopyranosyl-D-gluconic acid [C@@H]1([C@H](O)[C@@H](O)[C@@H](O)[C@H](O1)CO)O[C@@H]([C@@H]([C@H](C(=O)O)O)O)[C@H](O)CO